ClN1C(=C(C2=NC(=CC=C21)OC)C=2C=NNC2)C2=NN=C(N2)Cl chloro-2-(5-chloro-4H-1,2,4-triazol-3-yl)-5-methoxy-3-(1H-pyrazol-4-yl)-1H-pyrrolo[3,2-b]pyridine